NC=1C(=C(C(=C(C(=O)NC=2C=C(C=CC2N2CCN(CC2)C)N2N=NC(=C2)C(=O)NCCCN)C1)Cl)C)F 1-(3-(5-amino-2-chloro-4-fluoro-3-methylbenzoylamino)-4-(4-methylpiperazin-1-yl)phenyl)-N-(3-aminopropyl)-1H-1,2,3-triazol-4-carboxamide